chloro-3-(2-methylpyridin-4-yl)-5-((3aR,5s,6aS)-2-(tetrahydrofuran-3-yl)octahydrocyclopenta[c]pyrrol-5-yl)-1H-indazole ClN1N=C(C2=CC(=CC=C12)C1C[C@@H]2[C@@H](CN(C2)C2COCC2)C1)C1=CC(=NC=C1)C